2,4-Dodecadienamide C(C=CC=CCCCCCCC)(=O)N